B([O-])([O-])[O-].C(C=1C(O)=CC=CC1)(=O)O.C(C=1C(O)=CC=CC1)(=O)O.[Na+].[Na+].[Na+] sodium bis(salicylic acid) borate